para-methyl-benzenesulfonamide CC1=CC=C(C=C1)S(=O)(=O)N